4-[(E)-3-(2-Fluoro-4-hydroxyphenyl)-3-oxoprop-1-enyl]benzonitrile FC1=C(C=CC(=C1)O)C(/C=C/C1=CC=C(C#N)C=C1)=O